ClC=1SC=C(N1)C(C(=O)O)(C1=CC=CC=C1)F 2-(2-chloro-1,3-thiazol-4-yl)-2-fluoro-2-phenylacetic acid